FC1=C(C=CC(=C1)F)NC(C(F)(F)F)=O (2,4-difluorophenyl)-2,2,2-trifluoro-acetamide